[Si](C)(C)(C(C)(C)C)OCC1CC=2C(=NC(=CC2C)N)C1 6-[[tert-Butyl(dimethyl)silyl]oxymethyl]-4-methyl-6,7-dihydro-5H-cyclopenta[b]pyridin-2-amine